2-(2-{[(2S)-pyrrolidin-2-yl]methoxy}ethyl)-1H-isoindole-1,3(2H)-dione hydrochloride Cl.N1[C@@H](CCC1)COCCN1C(C2=CC=CC=C2C1=O)=O